BrC1=C(C(=CC=C1Cl)F)C1=C(C(=NN(C1=O)C)C)OC(C(C)C)=O 2-methylpropanoic acid [5-(2-bromo-3-chloro-6-fluoro-phenyl)-1,3-dimethyl-6-oxo-pyridazin-4-yl]Ester